BrC1=C(C=CC(=C1)F)C=1C(=NN(C1NC1=C(C=CC=C1F)F)C)C 4-(2-Bromo-4-fluorophenyl)-N-(2,6-difluorophenyl)-1,3-dimethyl-1H-pyrazol-5-amine